C(C)C1=C(C=CC=C1)C 1-ethyl-2-methylbenzene